Aza-Phenanthren N1=CC=CC=2C3=CC=CC=C3C=CC12